7-chloro-2-(4-hydroxybenzyl)-1-methyl-5-phenyl-1,5-dihydro-4H-imidazo[4,5-c]quinolin-4-one ClC=1C=CC=2C3=C(C(N(C2C1)C1=CC=CC=C1)=O)N=C(N3C)CC3=CC=C(C=C3)O